BrC=1C2=C(S(C1C1=CC=C(C=C1)OC)=O)C=C(C=C2)OC 3-bromo-6-methoxy-2-(4-methoxyphenyl)benzo[b]thiophene 1-oxide